2,5-difluoro-4-((1-phenylpropyl)amino)-N-(1,2,4-thiadiazol-5-yl)benzenesulfonamide FC1=C(C=C(C(=C1)NC(CC)C1=CC=CC=C1)F)S(=O)(=O)NC1=NC=NS1